2,2-difluoropropyl(trans-4-((4-(4-chloro-1H-pyrazol-3-yl)-5-(trifluoromethyl)-pyrimidin-2-yl)amino)cyclohexyl)(5-(2-methoxypyrimidin-5-yl)pyridin-2-yl)carbamate FC(COC(N(C1=NC=C(C=C1)C=1C=NC(=NC1)OC)[C@@H]1CC[C@H](CC1)NC1=NC=C(C(=N1)C1=NNC=C1Cl)C(F)(F)F)=O)(C)F